2-methoxy-5-(quinolin-3-ylmethoxy)isonicotinaldehyde COC=1C=C(C=O)C(=CN1)OCC=1C=NC2=CC=CC=C2C1